2-(((5-fluoropyridin-2-yl)amino)-2-oxoethyl)-7-isopropyl-5,8-dioxo-6,7,8,9-tetrahydro-5H-imidazo[1,2-a]pyrrolo[3,4-d]pyrimidine-2-carboxylic acid FC=1C=CC(=NC1)NC(CC1(N=C2N(C(C3=C(N2)C(N(C3)C(C)C)=O)=O)C1)C(=O)O)=O